(S)-methylbutyrate COC(CCC)=O